Benzylaniline C1=CC=C(C=C1)CNC2=CC=CC=C2